2-amino-suberic acid NC(C(=O)O)CCCCCC(=O)O